P(=O)(O)(O)O.FC=1C=C(C=CC1C=1C=NC(=CC1)C=1N=NN(N1)CC)N1C(O[C@H](C1)CO)=O (R)-3-(3-fluoro-4-(6-(2-ethyl-2H-tetrazol-5-yl)pyridin-3-yl)phenyl)-5-(hydroxymethyl)oxazolidin-2-one phosphate